C[C@H]1CN(CC[C@@H]1NC(=O)C1=CC(=CC=2N(C=NC21)CC(F)(F)F)C#CCNC=2C(OC)=CC=C(C2)S(=O)(=O)C)C2CC1(COC1)C2 N-{(3S,4S)-3-methyl-1-(2-oxa-6-spiro[3.3]heptyl)-4-piperidyl}-6-[3-(4-mesyl-2-anisidino)-1-propynyl]-1-(2,2,2-trifluoroethyl)-1H-1,3-benzimidazole-4-carboxamide